ethyl 2-methoxy-4H-pyrrolo[2,3-d]thiazole-5-carboxylate COC=1SC2=C(N1)NC(=C2)C(=O)OCC